C(C)(C)(C)OC(NC[C@H](C1=CC=CC=C1)NC1=NC(=NC=C1Br)Cl)=O N-[(2S)-2-[(5-bromo-2-chloro-pyrimidin-4-yl)amino]-2-phenyl-ethyl]carbamic acid tert-butyl ester